SC(C(C(O)(S)S)(S)S)(CCC)S hexamercapto-hexanol